BrC=1C(=NC(=NC1)NC1=C(C=C(C(=C1)C=C)N1CCC(CC1)N1CCN(CC1)C)OC)NC1=CC2=C(CCO2)C=C1N(S(=O)(=O)C)C N-(6-((5-bromo-2-((2-methoxy-4-(4-(4-methylpiperazin-1-yl)piperidin-1-yl)-5-vinylphenyl)Amino)pyrimidin-4-yl)amino)-2,3-dihydrobenzofuran-5-yl)-N-methylmethanesulfonamide